CC1(C(CCC2(N3C(COC2)=NC=C3)C1)=O)C 5,5-dimethyl-4-oxo-6'H,8'H-spiro[cyclohexane-1,5'-imidazo[2,1-c][1,4]oxazin]